N-[(2-chlorophenyl)methyl]-1-(2,4-difluorophenyl)-5-oxopyrrolidine-3-carboxamid ClC1=C(C=CC=C1)CNC(=O)C1CN(C(C1)=O)C1=C(C=C(C=C1)F)F